4-Amino-7-[1'-(hydroxyimino)methyl-2',3',5'-O-tribenzyl-β-D-ribofuranosyl]pyrrolo[2,1-f][1,2,4]triazine NC1=NC=NN2C1=CC=C2[C@H]2[C@](O)([C@](O)([C@H](O2)COCC2=CC=CC=C2)CC2(CC=CC=C2)C=NO)CC2=CC=CC=C2